CC1=CC=C(C=C1)S(=O)(=O)OC1=C(C=C(C=C1)NC(=O)NC1=CC(=C(C=C1)OS(=O)(=O)C1=CC=C(C)C=C1)C)C N,N'-di-[4-(p-toluenesulfonyloxy)-3-methyl-phenyl]urea